C(C1=CC=CC=C1)OC[C@H]1COC2=C(SC=3C(NCCN1C23)=O)Br (S)-5-((benzyloxy)methyl)-2-bromo-4,5,7,8-tetrahydro-3-oxa-1-thia-5a,8-diazabenzo[cd]azulen-9(6H)-one